1-N'-(4-fluoro-2-methylphenyl)cyclopropane-1,1-dicarboxamide FC1=CC(=C(C=C1)NC(=O)C1(CC1)C(=O)N)C